tert-butyl 4-chloro-2-(2-(pyridin-3-ylmethoxy)pyridin-4-yl)-1H-pyrrolo[2,3-b]pyridine-1-carboxylate ClC1=C2C(=NC=C1)N(C(=C2)C2=CC(=NC=C2)OCC=2C=NC=CC2)C(=O)OC(C)(C)C